S1C2=C(C=C1C(=O)NCC1(COCCC1)C(=O)N(C)C)CCCCCC2 3-[[(4,5,6,7,8,9-Hexahydrocycloocta[b]thiophen-2-ylcarbonyl)amino]methyl]-N,N-dimethyloxane-3-carboxamide